CN1C=NC(=C1C1CCNCC1)C(F)(F)F 4-(1-methyl-4-(trifluoromethyl)-1H-imidazol-5-yl)piperidine